4-phenylene diacrylate C(C=C)(=O)OC1=C(C=CC=C1)OC(C=C)=O